1-(4-(6-chloro-7-(2-cyclopropylphenyl)quinazolin-4-yl)piperazin-1-yl)prop-2-en-1-one ClC=1C=C2C(=NC=NC2=CC1C1=C(C=CC=C1)C1CC1)N1CCN(CC1)C(C=C)=O